C(\C=C/C(=O)O)(=O)O.C(C)(C)N1C(N(C(C(=C1)C(=O)N)=O)C1=NC=CC=C1)=O 1-isopropyl-2,4-dioxo-3-(pyridin-2-yl)-1,2,3,4-tetrahydropyrimidine-5-carboxamide maleic acid salt